3-(2-fluoro-6-methyl-phenyl)-1-(1-methyl-4-piperidyl)-4H-pyrido[4,3-d]pyrimidin-2-one FC1=C(C(=CC=C1)C)N1C(N(C2=C(C1)C=NC=C2)C2CCN(CC2)C)=O